2-butyl-4-(6,7-dimethylpyrazolo[1,5-a]pyridin-3-yl)-2-methyl-2H-benzo[e][1,3]thiazine C(CCC)C1(SC2=C(C(=N1)C=1C=NN3C1C=CC(=C3C)C)C=CC=C2)C